1-(1-(2-(2-((Cyclohexanecarbonyl)oxy)phenyl)acetoxy)propyl)-5-(4-(hexyloxy)-1,2,5-thiadiazol-3-yl)-1-methyl-1,2,3,6-tetrahydropyridin-1-ium iodide [I-].C1(CCCCC1)C(=O)OC1=C(C=CC=C1)CC(=O)OC(CC)[N+]1(CCC=C(C1)C1=NSN=C1OCCCCCC)C